3-(N-(4-chlorophenyl)sulfamoyl)-N-(3-nitrophenyl)benzamide ClC1=CC=C(C=C1)NS(=O)(=O)C=1C=C(C(=O)NC2=CC(=CC=C2)[N+](=O)[O-])C=CC1